FC(OC[C@@H](CCCN1C=NC2=CC(=C(C=C2C1=O)F)C1=CCCCO1)NC=1C=NNC(C1C(F)(F)F)=O)F (R)-3-(5-(difluoromethoxy)-4-((6-oxo-5-(trifluoromethyl)-1,6-dihydropyridazin-4-yl)amino)pentyl)-7-(3,4-dihydro-2H-pyran-6-yl)-6-fluoroquinazolin-4(3H)-one